Cl.NC1=NC(=CC2=C1C(NN=C2)=O)N2CCC(CC2)CN 5-amino-7-(4-(aminomethyl)piperidin-1-yl)pyrido[3,4-d]pyridazin-4(3H)-one hydrochloride